C(C)(C)C1=C(C(=CC=C1)C(C)C)[Si](COCC)(COCC)C1=C(C=CC=C1C(C)C)C(C)C di(2,6-diisopropylphenyl)bis(ethoxymethyl)silane